IC1=C(C(N(CCN)CCN)=CC=C1F)CCN 3-iodo-4-fluoro-anilinetriethylamine